[Na].C(C)(=O)NCC=1C=CC(=NC1)NC1=CC(=C(N=N1)C(=O)NC([2H])([2H])[2H])NC1=NC=CC=C1S(=O)(=O)C 6-((5-(acetamidomethyl)pyridin-2-yl)amino)-N-(methyl-d3)-4-((3-(methylsulfonyl)pyridin-2-yl)amino)pyridazine-3-carboxamide sodium